C1(CC1)[C@H]1[C@H](N1C1COC1)C(=O)[O-].[Li+] lithium (2S,3S)-3-cyclopropyl-1-(oxetan-3-yl)aziridine-2-carboxylate